COC(=O)C1=CC=C(C=C1)C1=C(C=CC=C1)F 2'-fluoro-[1,1'-biphenyl]-4-carboxylic acid methyl ester